5-(4-isobutoxybenzyl)-7-(1-methylpiperidin-4-yl)-5,7-diazaspiro[2.5]octane-6-one C(C(C)C)OC1=CC=C(CN2CC3(CC3)CN(C2=O)C2CCN(CC2)C)C=C1